3-[Tert-butoxycarbonyl(methyl)amino]propyl methanesulfonate CS(=O)(=O)OCCCN(C)C(=O)OC(C)(C)C